2,2-difluoropropyl (1-cyclobutyl-3-(3,3-difluoro-1-methylcyclobutyl)-4-methyl-1H-pyrazol-5-yl)carbamate C1(CCC1)N1N=C(C(=C1NC(OCC(C)(F)F)=O)C)C1(CC(C1)(F)F)C